CN1N=C(C2=C1C(N(CC2)CC2(CC2)S(=O)(=O)C2(COC2)C)=O)C(=O)O 1-Methyl-6-((1-((3-methyl-oxetan-3-yl)sulfonyl)cyclopropyl)methyl)-7-oxo-4,5,6,7-tetrahydro-1H-pyrazolo[3,4-c]pyridine-3-carboxylic acid